(R,Z)-N-(1-(2-(1H-indol-2-yl)-3,6-dimethyl-4-oxo-3,4-dihydroquinazolin-8-yl)ethylidene)-2-methylpropane-2-sulfinamide N1C(=CC2=CC=CC=C12)C1=NC2=C(C=C(C=C2C(N1C)=O)C)\C(\C)=N/[S@](=O)C(C)(C)C